CC1=CCC(C([C@@H]1OC(C)OCCOC=C)C)C (6S)-1,4,5-trimethyl-6-[1-(2-vinyloxyethoxy)ethoxy]cyclohexene